C1(CC1)C=1C=C2C(=C(C(N(C2=CC1)C)=O)C#N)N1CCC(CC1)(C=1OC2=C(N1)C=C(C=C2)C)C 6-cyclopropyl-1-methyl-4-[4-methyl-4-(5-methyl-1,3-benzoxazol-2-yl)piperidin-1-yl]-2-oxo-1,2-dihydroquinoline-3-carbonitrile